F[C@@H]1C2CC[C@@H](C[C@@H]1N(C=1N=CC(=NC1)C1=CC=C3C=CC=NC3=C1O)C)N2 7-(5-{[(2R,3S,5S)-2-fluoro-8-azabicyclo[3.2.1]octan-3-yl](methyl)amino}pyrazin-2-yl)quinolin-8-ol